N1=C(C=NC=C1)NC1=C(C=NN1)C(=O)N 5-(pyrazin-2-ylamino)-1H-pyrazole-4-carboxamide